5-(2-amino-3-fluoro-5-morpholino-phenyl)-1-[(4-methoxyphenyl)methyl]-3-methyl-pyrazol-4-amine NC1=C(C=C(C=C1F)N1CCOCC1)C1=C(C(=NN1CC1=CC=C(C=C1)OC)C)N